4-(3-(benzyloxy)phenyl)-7-methyl-8-(trifluoromethyl)-1H-benzo[b][1,4]diazepin-2(3H)-one C(C1=CC=CC=C1)OC=1C=C(C=CC1)C1=NC2=C(NC(C1)=O)C=C(C(=C2)C)C(F)(F)F